CC1(CC(C1)NC1=NN2C(C=N1)=C(C=C2)C=2C=C1C(=NC2)N=C(N1C1CCOCC1)C)O Cis-1-methyl-3-((5-(2-methyl-1-(tetrahydro-2H-pyran-4-yl)-1H-imidazo[4,5-b]pyridin-6-yl)pyrrolo[2,1-f][1,2,4]triazin-2-yl)amino)cyclobutan-1-ol